C(C)(C)N1N=C(C=C1)C1=C(C2=C(N=C(N=C2N[C@H]2C[C@@H](CC2)OC)C=2N(C=CN2)C)S1)C |r| rac-6-(1-Isopropyl-1H-pyrazol-3-yl)-N-((1R,3R)-3-methoxycyclopentyl)-5-methyl-2-(1-methyl-1H-imidazol-2-yl)thieno[2,3-d]pyrimidin-4-amine